4-chloro-1-(1-(4-(trifluoromethoxy)phenyl)ethyl)-1H-benzo[d][1,2,3]triazole-7-carboxylic acid methyl ester COC(=O)C1=CC=C(C2=C1N(N=N2)C(C)C2=CC=C(C=C2)OC(F)(F)F)Cl